bis(diethylphosphinic acid) zinc salt [Zn+2].C(C)P([O-])(=O)CC.C(C)P([O-])(=O)CC